5-chloro-2-[(4-fluorobenzoyl)amino]-N-[(1S)-3-(methylamino)-1-[[(3S,5R)-5-methyl-2-oxo-pyrrolidin-3-yl]methyl]-2,3-dioxo-propyl]pyridine-3-carboxamide ClC=1C=C(C(=NC1)NC(C1=CC=C(C=C1)F)=O)C(=O)N[C@H](C(C(=O)NC)=O)C[C@H]1C(N[C@@H](C1)C)=O